C(C1=CC=CC=C1)[C@@H]1COCCN1C=1N=CC2=C(N1)C(=NN2C=2C(=C(C(=C(C2)C(F)(F)F)F)O)F)C (R)-3-(5-(3-Benzylmorpholino)-3-methyl-1H-pyrazolo[4,3-d]pyrimidin-1-yl)-2,6-difluoro-5-(trifluoromethyl)phenol